C(C)(C)(C)OC(=O)N1CC(CCC1)O t-butoxycarbonyl-3-hydroxypiperidine